(5-(2-Methoxythiazol-5-yl)-1-propionyl-4,5-dihydro-1H-pyrazol-3-yl)-4-methylthiophene COC=1SC(=CN1)C1CC(=NN1C(CC)=O)C=1SC=C(C1)C